C(C)(=O)N[C@@H](CS)C(=O)N[C@@H](C)C(=O)N[C@@H](CCCNC(N)=N)C(=O)N[C@@H](C)C(=O)N[C@@H](CCCNC(N)=N)C(=O)N acetyl-L-cysteinyl-L-alanyl-L-arginyl-L-alanyl-L-argininamide